CC1(CCC=2C(=NNC2C1)C=1NC2=CC=C(C=C2C1)C(=O)N1CCC(CC1)CN1CCCC2=CC(=CC=C12)N1C(CCCC1=O)=O)C (1-((1-(2-(6,6-dimethyl-4,5,6,7-tetrahydro-1H-indazol-3-yl)-1H-indole-5-carbonyl)piperidin-4-yl)methyl)-1,2,3,4-tetrahydroquinolin-6-yl)piperidine-2,6-dione